C(C)(=O)[O-].C[NH+]1CC(CC1)C 1,3-dimethylpyrrolidinium acetate